C(C)(C)(C)OC(=O)N1CC(CC1)CC=C1CC[C@@]2(C3CC[C@@]4(C(CCC4C3[C@@H]([C@@H](C2C1)CO)O)=O)C)C tert-butyl-3-(2-((6S,7S,10R,13S)-7-hydroxy-6-(hydroxymethyl)-10,13-dimethyl-17-oxododecahydro-1H-cyclopenta[a]phenanthren-3(2H,4H,10H)-ylidene)ethyl)pyrrolidine-1-carboxylate